CN(CC1CCCCCCC1)C N,N-dimethyl-cyclooctanemethylamine